BrC=1C(=NN(C1C(=O)OC)COCC[Si](C)(C)C)C methyl 4-bromo-3-methyl-1-((2-(trimethylsilyl)ethoxy)methyl)-1H-pyrazole-5-carboxylate